ClC=1C=C(C=C2C3(C(N(C12)C)=O)CC3)C3N(C[C@H](CC3)C)C(=O)OC(C)(C)C tert-butyl (5S)-2-(7'-chloro-1'-methyl-2'-oxospiro[cyclopropane-1,3'-indolin]-5'-yl)-5-methylpiperidine-1-carboxylate